1-2-cyclohexylethylbiguanide C1C(CCCC1)C(C)NC(=N)NC(=N)N